NCCCOCCCCOCCCNCCC[Si](OC)(OC)OC N-3-(4-(3-aminopropoxy)butoxy)propyl-3-aminopropyl-trimethoxysilane